12-[[tert-butyl(diphenyl)silyl]oxymethyl]-1,6,11-triazatricyclo[7.4.0.02,7]-trideca-2(7),3,5,8-tetraen-10-one [Si](C1=CC=CC=C1)(C1=CC=CC=C1)(C(C)(C)C)OCC1NC(C2=CC=3N=CC=CC3N2C1)=O